BrC1=C(C=CC(=C1)Cl)C(C(=O)OC)(C)C methyl 2-(2-bromo-4-chlorophenyl)-2-methylpropionate